3-(3,4-dimethoxyphenyl)-6-(3-furyl)imidazo[1,2-b]pyridazine COC=1C=C(C=CC1OC)C1=CN=C2N1N=C(C=C2)C2=COC=C2